3-oxo-1-carboxyheptanal O=C(CC(=O)C(=O)O)CCCC